ethyl 6-(3,4-dimethylphenyl)-4-oxo-3-(pentafluoroethyl)-4,5-dihydropyrazolo[1,5-a]pyrazine-2-carboxylate CC=1C=C(C=CC1C)C=1NC(C=2N(C1)N=C(C2C(C(F)(F)F)(F)F)C(=O)OCC)=O